The molecule is a member of the class of quinazolines that is quinazoline which is substituted at positions 2 and 4 by pyridin-4-yl and (3-fluorophenyl)nitrilo groups, respectively. It is a member of quinazolines, a secondary amino compound, an aromatic amine, a member of pyridines, a member of monofluorobenzenes and a substituted aniline. C1=CC=C2C(=C1)C(=NC(=N2)C3=CC=NC=C3)NC4=CC(=CC=C4)F